P(O)(O)(O)=O.C1(CCCC1)[C@@H](CC#N)N1N=CC(=C1)C=1C2=C(N=CN1)NC=C2 (3R)-3-cyclopentyl-3-[4-(7H-pyrrolo[2,3-d]pyrimidin-4-yl)-1H-pyrazol-1-yl]-propanenitrile phosphoric acid salt